F[C@@H]1C[C@H](N(C1)C(=O)OC(C)(C)C)CNC1=C(C(=CC=C1)OC)F tert-butyl (2S,4R)-4-fluoro-2-(((2-fluoro-3-methoxyphenyl)amino)methyl)pyrrolidine-1-carboxylate